FC=1C=C(C(=O)N[C@H](C)C2=NC=CN=C2C=2SC=CN2)C=C(C1)C(F)(F)F |r| (rac)-3-fluoro-N-(1-(3-(thiazol-2-yl)pyrazin-2-yl)ethyl)-5-(trifluoromethyl)benzamide